N-(3-chloro-4-(6-cyano-5-fluoropyridin-2-yl)phenyl)-4-(trifluoromethyl)benzenesulfonamide ClC=1C=C(C=CC1C1=NC(=C(C=C1)F)C#N)NS(=O)(=O)C1=CC=C(C=C1)C(F)(F)F